OC1=C2C=CC3=CC=C(C4=CC=C(C=C1)C2=C43)C=O 6-Hydroxypyrene-1-aldehyde